2-nitro-2-(3-(trifluoromethoxy)phenyl)cyclohexan-1-one [N+](=O)([O-])C1(C(CCCC1)=O)C1=CC(=CC=C1)OC(F)(F)F